1,1,1-Trifluoro-N-{2-[(3S,4R)-4-hydroxy-3-(1,3-thiazol-4-ylmethyl)-3,4-dihydro-2H-chromen-7-yl]phenyl}methansulfonamid FC(S(=O)(=O)NC1=C(C=CC=C1)C1=CC=C2[C@@H]([C@H](COC2=C1)CC=1N=CSC1)O)(F)F